C(C)(=O)OCC(C(C)C)C 2,3-dimethylbutyl acetate